[Na+].ClC1=NC(=NC(=C1)Cl)NS([O-])(=O)=O 4,6-Dichloro-2-pyrimidinylsulfamic acid sodium salt